FC(C=1C=C(C=CC1)NC1=NC(=NC(=N1)N1CCOCC1)OC1=CC=C(C=C1)C#N)(F)F N-(3-(trifluoromethyl)phenyl)-4-morpholinyl-6-(4-cyanophenoxy)-[1,3,5]triazin-2-amine